FC1(CCC(CC1)N[C@@H]1[C@H](CCCC1)OC=1C=C2CN(C(C2=CC1)=O)C1C(NC(CC1)=O)=O)F 3-(5-(((1S,2S)-2-((4,4-difluorocyclohexyl)amino)cyclohexyl)oxy)-1-oxoisoindolin-2-yl)piperidine-2,6-dione